[1,3,5]triazino[2,1-b][1,3]benzoxazol N=1C=NCN2C1OC1=C2C=CC=C1